(S)-6-chloro-N-(8-fluoro-6-oxo-1,4,5,6-tetrahydro-2H-pyrano[3,4-c]isoquinolin-1-yl)-N-ethylimidazo[1,2-a]pyridine-2-carboxamide ClC=1C=CC=2N(C1)C=C(N2)C(=O)N(CC)[C@@H]2COCC=1NC(C=3C=C(C=CC3C12)F)=O